2,2,8-trifluoro-4-isopropyl-3,4-dihydro-2H-benzo[b][1,4]oxazin FC1(CN(C2=C(O1)C(=CC=C2)F)C(C)C)F